ON=C(N)C1=NC=C(C=C1)NC=1C=NN(C1)C1=CC=C(C=C1)C(F)(F)F N'-hydroxy-5-((1-(4-(trifluoromethyl)phenyl)-1H-pyrazol-4-yl)amino)pyridinecarboxamidine